o-methoxyphenyl isothiocyanate COC1=C(C=CC=C1)N=C=S